[Li+].S(=O)(=O)([O-])[O-].[Li+] sulfate lithium salt